6-[3-(2,2-Dimethylpropoxy)pyrazol-1-yl]-N-[[2-(1-piperidyl)-3-pyridyl]sulfonyl]-2-[(4S)-2,2,4-trimethylpyrrolidin-1-yl]pyridin-3-carboxamid CC(COC1=NN(C=C1)C1=CC=C(C(=N1)N1C(C[C@@H](C1)C)(C)C)C(=O)NS(=O)(=O)C=1C(=NC=CC1)N1CCCCC1)(C)C